C(C)(C)(C)C1=CNC=2N=CN=C(C21)Cl 5-(tert-butyl)-4-chloro-7H-pyrrolo[2,3-d]pyrimidine